6-(2-METHYL-1-(TRIFLUOROMETHYL)-1H-IMIDAZOL-5-YL)-N-(1-METHYL-1H-INDAZOL-7-YL)PYRIDINE-3-SULFONAMIDE CC=1N(C(=CN1)C1=CC=C(C=N1)S(=O)(=O)NC=1C=CC=C2C=NN(C12)C)C(F)(F)F